C[C@]12CC3(CC(C[C@@](C1)(C3)C)C2)NC(NC2=C(C=C(C=C2)S(=O)(=O)N)F)=O (4-(3-((1r,3R,5S,7r)-3,5-dimethyladamantan-1-yl)ureido)-3-fluorophenyl)sulfonamide